5-methoxy-1,2-benzoxazol COC=1C=CC2=C(C=NO2)C1